(2S)-3-amino-N-[3-(3-methyl-1H-pyrazol-4-yl)-1H-indol-7-yl]-2-phenyl-propionamide NC[C@@H](C(=O)NC=1C=CC=C2C(=CNC12)C=1C(=NNC1)C)C1=CC=CC=C1